fluoroazabenzene FC1=NC=CC=C1